2,4-dihydroxy-7-methyl-1,4-benzoxazin-3-one OC1OC2=C(N(C1=O)O)C=CC(=C2)C